(S)-4-amino-2-tert-butoxycarbonylaminobutyric acid tert-butyl ester hydrochloride Cl.C(C)(C)(C)OC([C@H](CCN)NC(=O)OC(C)(C)C)=O